N=1SN=C2C1C=CC(=C2)C=2C=CC(=C(C2)O)C2=CN=C(N=N2)N2C[C@@H](NCC2)C(C)C 5-(2,1,3-benzothiadiazol-5-yl)-2-{3-[(3S)-3-(propan-2-yl)piperazin-1-yl]-1,2,4-triazin-6-yl}phenol